(4-(3-((2r,5r)-2,5-dimethylpyrrolidin-1-yl)-3-oxopropyl)-1-phenyl-1H-imidazol-2-yl)-3-(1H-pyrazol-4-yl)benzamide C[C@H]1N([C@@H](CC1)C)C(CCC=1N=C(N(C1)C1=CC=CC=C1)C1=C(C(=O)N)C=CC=C1C=1C=NNC1)=O